DL-Threonin N[C@@H]([C@H](O)C)C(=O)O |r|